1-(tert-butoxycarbonyl)-5-({6-[2-hydroxy-4-(trifluoromethyl)phenyl]-5-methyl-1,2,4-triazin-3-yl}amino)piperidine-2-carboxylic acid C(C)(C)(C)OC(=O)N1C(CCC(C1)NC=1N=NC(=C(N1)C)C1=C(C=C(C=C1)C(F)(F)F)O)C(=O)O